Tert-butyl 6-((4-(5-bromopyridine-3-yl)-1H-1,2,3-triazol-1-yl)methyl)-2-(((tert-butoxycarbonyl)(cyclobutylmethyl)amino)methyl)-1H-indole-1-carboxylate BrC=1C=C(C=NC1)C=1N=NN(C1)CC1=CC=C2C=C(N(C2=C1)C(=O)OC(C)(C)C)CN(CC1CCC1)C(=O)OC(C)(C)C